NCC1=CC=C(C(=N1)CC=1C(=C(C=CC1)C[C@@H]1NC[C@@H]([C@@H]1NS(=O)(=O)CC)F)F)C N-{(2S,3R,4S)-2-[(3-{[6-(Aminomethyl)-3-methylpyridin-2-yl]methyl}-2-fluorophenyl)methyl]-4-fluoropyrrolidin-3-yl}ethanesulfonamide